1-neopentyl-4,5,6,7-tetrahydro-1H-imidazo[4,5-c]pyridine C(C(C)(C)C)N1C=NC=2CNCCC21